CC1=CC=C(C=C1)S(=O)(=O)CC(O)C1=CC(=CC=C1)C(F)(F)F 2-p-toluenesulfonyl-1-(3-(trifluoromethyl)phenyl)ethan-1-ol